O1CCC(CC1)C(=O)N1CC2=C(C1)CN(C2)S(=O)(=O)C=2C=CC1=C(N(CCO1)C(C)=O)C2 (6-[5-[(Oxan-4-yl)carbonyl]-1H,2H,3H,4H,5H,6H-pyrrolo[3,4-c]pyrrole-2-sulfonyl]-3,4-dihydro-2H-1,4-benzoxazin-4-yl)ethan-1-one